methyl 2-[(3S)-pyrrolidin-3-yl]acetate N1C[C@@H](CC1)CC(=O)OC